OC1=NC(=NC=C1C(=O)O)SC 4-hydroxy-2-(methylthio)pyrimidine-5-carboxylic acid